2,3,4,5,6-pentafluorothiophenol FC1=C(C(=C(C(=C1F)F)F)F)S